diiodobicyclo[1.1.1]pentane IC12CC(C1)(C2)I